(R)-2-(3-(1-(azetidin-1-yl)-2-methoxyethyl)-1H-1,2,4-triazol-5-yl)-6-chloro-7-fluoro-3-(1H-imidazol-1-yl)-5-methoxy-1-methyl-1H-indole N1(CCC1)[C@@H](COC)C1=NNC(=N1)C=1N(C2=C(C(=C(C=C2C1N1C=NC=C1)OC)Cl)F)C